[C@H]12COC[C@@H]2C1NC(=O)C=1C=C(C2=C(C(CO2)C2=CN(C3=CC=CC=C23)C(=O)OC(C)(C)C)C1)C(NC)=O (+/-)-Tert-butyl 3-(5-((1R,5S,6r)-3-oxabicyclo[3.1.0]hexan-6-ylcarbamoyl)-7-(methylcarbamoyl)-2,3-dihydrobenzofuran-3-yl)-1H-indole-1-carboxylate